NC[C@@H](C)O (2R)-1-amino-2-propanol